N-(1-ethoxyethyl)acetamide C(C)OC(C)NC(C)=O